(1R,3S)-3-(3-((5-cyanopyridazin-3-yl)amino)-1H-pyrazol-5-yl)cyclopentyl(1-methyl cyclopropyl)carbamate C(#N)C=1C=C(N=NC1)NC1=NNC(=C1)[C@@H]1C[C@@H](CC1)N(C([O-])=O)C1(CC1)C